(1,3-bis(2,4,6-trimethylphenyl)-2-imidazolidinyl)dichloro(phenylmethylene)(tricyclohexylphosphine) ruthenium [Ru].CC1=C(C(=CC(=C1)C)C)N1C(N(CC1)C1=C(C=C(C=C1C)C)C)C1(C(C(CCC1)(P(C1CCCCC1)C1CCCCC1)Cl)=CC1=CC=CC=C1)Cl